(4-((1-cyclopropyl-3-(tetrahydro-2H-pyran-4-yl)-1H-pyrazol-4-yl)oxy)quinolin-7-yl)-4-methylpiperidin-4-ol C1(CC1)N1N=C(C(=C1)OC1=CC=NC2=CC(=CC=C12)N1CCC(CC1)(O)C)C1CCOCC1